CN(CCN(C)C)C N,N'-tetramethylethylenediamine